(((1R,2R,3S)-2-amino-3-methylcyclopentyl)oxy)isobenzofuran-1(3H)-one N[C@H]1[C@@H](CC[C@@H]1C)OC1OC(C2=CC=CC=C12)=O